(S)-1-(4-((1-(3,4,5-trimethoxyphenyl)-1H-imidazol-4-yl)amino)pyrido[3,4-d]pyrimidin-2-yl)pyrrolidine-2-carboxamide COC=1C=C(C=C(C1OC)OC)N1C=NC(=C1)NC=1C2=C(N=C(N1)N1[C@@H](CCC1)C(=O)N)C=NC=C2